C(CCCCCCCCC)(=O)O.C(C1CO1)OCC1CO1 glycidyl ether decanoate